FC1(CCN(CC1)C(=O)[C@H]1CN(CCC1)S(=O)(=O)C1=CC=C(C=N1)S(=O)(=O)N(CC)CC)F (R)-6-((3-(4,4-difluoropiperidine-1-carbonyl)piperidin-1-yl)sulfonyl)-N,N-diethylpyridine-3-sulfonamide